(S)-1-((2-((1-methoxypropan-2-yl)amino)pyridin-4-yl)methyl)-5,5-dimethyl-3-(4-(1-(trifluoromethyl)cyclopropyl)phenyl)imidazolidine-2,4-dione COC[C@H](C)NC1=NC=CC(=C1)CN1C(N(C(C1(C)C)=O)C1=CC=C(C=C1)C1(CC1)C(F)(F)F)=O